BrC=1C=C2C(=[N+](C1)[O-])N(N=C2Cl)C 5-bromo-3-chloro-1-methyl-1H-pyrazolo[3,4-b]pyridine 7-oxide